OC1=CC=C(C=C1)S(=O)(=O)N (4-hydroxyphenyl)sulfonamide